OC(C(=O)C1=CC=C(C=C1)OCC(C)O)(C)C 2-hydroxy-[4'-(2-hydroxypropoxy)phenyl]-2-methylpropan-1-one